(S)-1-(3-(4-amino-6-chloro-5-((3,5-dimethoxyphenyl)ethynyl)-7H-pyrrolo[2,3-d]pyrimidin-7-yl)pyrrolidin-1-yl)prop-2-en-1-one NC=1C2=C(N=CN1)N(C(=C2C#CC2=CC(=CC(=C2)OC)OC)Cl)[C@@H]2CN(CC2)C(C=C)=O